N,N'-diisobutyl-1,3-propylenediamine C(C(C)C)NCCCNCC(C)C